tert-Butyl (NE)-N-{(4S)-4-(2-chloro-3-iodophenyl)-4-methyl-1-[(2S,4S)-2-methyl-tetrahydropyran-4-yl]-6-oxohexahydropyrimidin-2-ylidene}carbamate ClC1=C(C=CC=C1I)[C@]1(N/C(/N(C(C1)=O)[C@@H]1C[C@@H](OCC1)C)=N\C(OC(C)(C)C)=O)C